[1-(2-tert-butoxy-2-oxoethyl)-1H-imidazol-4-yl]acetic acid C(C)(C)(C)OC(CN1C=NC(=C1)CC(=O)O)=O